CN(S(=O)(=O)C)C1=NC=CC=C1CNC1=NC(=NC=C1C(F)(F)F)NC1CCNCC1 N-methyl-N-[3-({[2-(piperidin-4-ylamino)-5-(trifluoromethyl)pyrimidin-4-yl]amino}methyl)pyridin-2-yl]methanesulfonamide